OC1=C(C=CC(=C1)O)C(=O)C1=CC=CC=C1 (2,4-dihydroxyphenyl)phenylmethanone